dibenzyl (diethylamido)phosphite CCN(CC)P(OCC1=CC=CC=C1)OCC2=CC=CC=C2